BrC1=CC=2C=C(C=3C=CC=CC3C2C2=C1C=CC=C2)Br 5,8-Dibromobenzo[c]phenanthrene